6-(2-hydroxypropan-2-yl)-2-[(6-methoxypyridin-3-yl)methyl]-2,3-dihydro-1H-isoindol-1-one OC(C)(C)C1=CC=C2CN(C(C2=C1)=O)CC=1C=NC(=CC1)OC